FC=1C=CC(=C(C1)CC(=O)O)NC(C1=CC(=C(C=C1)N1CCCCC1)NC(=O)C1=NN(C2=CC=CC=C12)CC(C)(C)O)=O 2-(5-fluoro-2-(3-(1-(2-hydroxy-2-methylpropyl)-1H-indazole-3-carboxamido)-4-(piperidin-1-yl)benzamido)phenyl)acetic acid